(1S,3R)-N-(4-(4-fluoro-1-isopropyl-1H-benzo[d]imidazol-6-yl)-5-methylpyridin-2-yl)-3-(1-fluorocyclopropane-1-carboxamido)cyclohexane-1-carboxamide FC1=CC(=CC=2N(C=NC21)C(C)C)C2=CC(=NC=C2C)NC(=O)[C@@H]2C[C@@H](CCC2)NC(=O)C2(CC2)F